3-(4-chlorophenyl)-1,5-diphenyl-4-hydroxy-pyrazole ClC1=CC=C(C=C1)C1=NN(C(=C1O)C1=CC=CC=C1)C1=CC=CC=C1